2-(DIMETHYLAMINO)-6-METHYLPYRIMIDINE-4-CARBALDEHYDE CN(C1=NC(=CC(=N1)C=O)C)C